BrC1=CC=C(C(=N1)OCCO)NC(=O)C=1C(=NOC1C)C1=CC=C(C=C1)F N-[6-bromo-2-(2-hydroxyethoxy)-3-pyridyl]-3-(4-fluorophenyl)-5-methyl-isoxazole-4-carboxamide